6'-fluoro-N-(4-fluoro-3-((2-methoxyethyl)amino)benzyl)-4'-oxo-3',4'-dihydro-1'H-spiro[piperidine-4,2'-quinoline]-1-carboxamide FC=1C=C2C(CC3(NC2=CC1)CCN(CC3)C(=O)NCC3=CC(=C(C=C3)F)NCCOC)=O